(2E)-1-[2-(4-chloro-3-methylphenyl)-7,7-dimethyl-3-(pyridin-4-yl)-6,7-dihydropyrazolo[1,5-a]pyrazin-5(4H)-yl]-4-(dimethylamino)but-2-en-1-one ClC1=C(C=C(C=C1)C1=NN2C(CN(CC2(C)C)C(\C=C\CN(C)C)=O)=C1C1=CC=NC=C1)C